C(C1=CC=CC=C1)OC1=CC=C(C=C1)C[C@@H](C(=O)OC)NC(CC1CCN(CC1)CC1=CC=CC=C1)=O Methyl (S)-3-(4-(benzyloxy)phenyl)-2-(2-(1-benzylpiperidin-4-yl)acetamido)propanoate